7-[5-(trifluoromethoxy)-3-pyridinyl]-2,3-dihydro-1λ6,5-benzothiazepine-4-One FC(OC=1C=C(C=NC1)C=1C=CC=2C(=NC(CC[SH3]2)=O)C1)(F)F